(2S,4aS,9aR)-7-(difluoromethoxy)-6-fluoro-2-methyl-2,3,4,4a,9,9a-hexahydroindeno[2,1-b][1,4]oxazine hydrochloride Cl.FC(OC1=CC=2C[C@H]3O[C@H](CN[C@H]3C2C=C1F)C)F